C1(C=CC(N1N(C(CC)=O)C(COCCOCCOCCOCCOCCOCCOCCO)O)=O)=O [N-maleimidopropionamido]-octa-ethyleneglycol